(R)-N-((1R,5S,8s)-3-(6-methoxypyridazin-4-yl)-3-azabicyclo[3.2.1]oct-8-yl)-7-(2,3,4-trifluorophenoxy)-6,7-dihydro-5H-pyrrolo[1,2-b][1,2,4]triazol-2-amine COC1=CC(=CN=N1)N1C[C@H]2CC[C@@H](C1)C2NC=2N=C1N(N2)CC[C@H]1OC1=C(C(=C(C=C1)F)F)F